[N+](=O)([O-])C1=CC=C(C=C1)CCN (R)-p-nitrophenylethylamine